2-vinyl-6-methyl-pyrazine Methyl-((2-(((1R*,2S*)-2-(((tert-butyldimethylsilyl)oxy)methyl)cyclobutyl)methoxy)-4-methylphenyl)sulfonyl)-L-prolinate C[C@@]1(N(CCC1)S(=O)(=O)C1=C(C=C(C=C1)C)OC[C@H]1[C@H](CC1)CO[Si](C)(C)C(C)(C)C)C(=O)O.C(=C)C1=NC(=CN=C1)C |o1:18,19|